ClC=1C=C2N=CC(=NC2=CC1)C1=CC=C(C=C1)NS(=O)(=O)C1=CC=C(C=C1)F N-(4-(6-chloroquinoxalin-2-yl)phenyl)-4-fluorobenzenesulfonamide